N-(5-chloro-6-(4-hydroxyphenoxy)pyrimidin-4-yl)methacrylamide ClC=1C(=NC=NC1OC1=CC=C(C=C1)O)NC(C(=C)C)=O